3-amino-N-(2-{4-amino-6-oxa-2-azaspiro[4.5]decan-2-yl}-5,6,7,8-tetrahydroquinolin-6-yl)-5-fluoro-6-methylthieno[2,3-b]pyridine-2-carboxamide NC1=C(SC2=NC(=C(C=C21)F)C)C(=O)NC2CC=1C=CC(=NC1CC2)N2CC1(C(C2)N)OCCCC1